N-Methyl-3-(1-methyl-1H-imidazol-4-yl)-4-(((6-(trifluoromethyl)pyridin-3-yl)methyl)amino)benzenesulfonamide CNS(=O)(=O)C1=CC(=C(C=C1)NCC=1C=NC(=CC1)C(F)(F)F)C=1N=CN(C1)C